5,5',5''-(1,3,5-triazin-2,4,6-triyl)tris(pyridin-2-amine) N1=C(N=C(N=C1C=1C=CC(=NC1)N)C=1C=CC(=NC1)N)C=1C=CC(=NC1)N